ClC1=NC2=CC(=CC(=C2C(=C1)Cl)F)OC 2,4-dichloro-5-fluoro-7-methoxy-quinoline